CC1=NN(C=C1C1CCN(CC1)C(=O)OC(C)(C)C)C1=CC=C(C=C1)OC(F)(F)F tert-butyl 4-[3-methyl-1-[4-(trifluoromethoxy)phenyl]pyrazol-4-yl]piperidine-1-carboxylate